1-[3-(dimethylamino)benzoyl]-7-methoxy-N,N-dimethyl-1H-pyrazolo[3,4-b]quinolin-3-amine CN(C=1C=C(C(=O)N2N=C(C=3C2=NC2=CC(=CC=C2C3)OC)N(C)C)C=CC1)C